C(=O)C=1N(C2=CC(=CC=C2C1)CN1C(C2=CN=CC(=C2C=C1)N1CC2(COC2)C1)=O)C(=O)OC(C)(C)C Tert-Butyl 2-formyl-6-[[5-(2-oxa-6-azaspiro[3.3]heptan-6-yl)-1-oxo-2,7-naphthyridin-2-yl]methyl]indole-1-carboxylate